O=C1N2C(=NN1C1CC(C1)OC=1C=3N(C(=CC1)C#N)N=CC3)CC[C@H]2C2=CC=CC=C2 4-((1S,3R)-3-((S)-3-oxo-5-phenyl-6,7-dihydro-3H-pyrrolo[2,1-c][1,2,4]triazol-2(5H)-yl)cyclobutoxy)pyrazolo[1,5-a]pyridine-7-carbonitrile